FC(CN1C=NC2=C1C=C(C=C2F)C=2C(=CN1N=C(N=C(C12)OC)N[C@@H]1[C@@H](CN(CC1)C1COC1)F)F)F 5-(1-(2,2-Difluoroethyl)-4-fluoro-1H-benzo[d]imidazol-6-yl)-6-fluoro-N-((3R,4S)-3-fluoro-1-(oxetan-3-yl)piperidin-4-yl)-4-methoxypyrrolo[2,1-f][1,2,4]triazin-2-amine